S1C(=CC=C1)C(CC(=O)C=1SC=CC1)=O 1,3-di(2-thienyl)-1,3-propanedione